(2,2,2-trifluoro-1-methyl-ethyl) 4-methylbenzenesulfonate CC1=CC=C(C=C1)S(=O)(=O)OC(C(F)(F)F)C